FC1(CC12CCC(CC2)C2=CC=C(OC1=C(N=NN1)C(=O)O)C=C2)F 5-(4-(1,1-difluorospiro[2.5]oct-6-yl)phenoxy)-1H-1,2,3-triazole-4-carboxylic acid